COC1=C(C(=O)O)C=C(C=N1)C=1C=CC=2N=CN=C(C2N1)N[C@H](C(=O)N1CCN(CC1)C)C (S)-2-methoxy-5-(4-((1-(4-methylpiperazin-1-yl)-1-oxopropan-2-yl)amino)pyrido[3,2-d]pyrimidin-6-yl)nicotinic acid